dimethyl fluorene-9,9-dipropionate C1=CC=CC=2C3=CC=CC=C3C(C12)(CCC(=O)OC)CCC(=O)OC